2-[1-(3-chloro-5-fluorobenzoyl)piperidin-4-yl]-6-(3,5-dimethylpyrazol-1-yl)pyridazin-3-one ClC=1C=C(C(=O)N2CCC(CC2)N2N=C(C=CC2=O)N2N=C(C=C2C)C)C=C(C1)F